C1(=C(C(=C(C(=C1[2H])[2H])[2H])[2H])[2H])C1=C(C(=CC=C1)C1=C(C(=C(C(=C1[2H])[2H])[2H])[2H])[2H])[N+]1=CN(C2=C1C=C1C3=C(OC1=C2)C=CC=C3)C3=CC(=CC=C3)OC3=CC=2N(C1=CC=CC=C1C2C=C3)C3=NC=CC(=C3)C(C)(C)C 1-([1,1':3',1''-Terphenyl]-2'-yl-2,2'',3,3'',4,4'',5,5'',6,6''-d10)-3-(3-((9-(4-(tert-butyl)pyridin-2-yl)-9H-carbazol-2-yl)oxy)phenyl)-3H-benzo[2,3]benzofuro[5,6-d]imidazol-1-ium